NC1=CC2=C(OCC(N2CC(=O)OCC)=O)C=C1F 6-amino-7-fluoro-4-ethoxycarbonylmethyl-2H-benzo[b][1,4]oxazin-3(4H)-one